FC(S(=O)(=O)OCC(C(F)(F)F)(C)C)(F)F 3,3,3-trifluoro-2,2-dimethylpropyl trifluoromethanesulfonate